OC1=CC=C(C=C1)OC(C(O)C)=O 4-Hydroxyphenyllactate